2-(3-fluorophenyl)-N-[(2S)-1-hydroxy-3-methylbut-2-yl]-6-(4-methylphenyl)-3-oxo-2,3-dihydropyridazine-4-carboxamide FC=1C=C(C=CC1)N1N=C(C=C(C1=O)C(=O)N[C@H](CO)C(C)C)C1=CC=C(C=C1)C